C(C)(=O)C=1C(=C(C2=CC=CC=C2C1)C1=C(C(=CC2=CC=CC=C12)C(C)=O)OC)OC 3,3'-diacetyl-2,2'-dimethoxy-1,1'-binaphthyl